N-[5-[4-[(3-methoxy-6-methyl-2-pyridyl)amino]cyclohexoxy]-7-morpholino-1,6-naphthyridin-3-yl]methanesulfonamide COC=1C(=NC(=CC1)C)NC1CCC(CC1)OC1=C2C=C(C=NC2=CC(=N1)N1CCOCC1)NS(=O)(=O)C